3-(4-cyclopropoxy-5-(trifluoromethyl)pyridin-2-yl)-N-(3-methylpyridin-2-yl)-1,2,4-thiadiazol-5-amine C1(CC1)OC1=CC(=NC=C1C(F)(F)F)C1=NSC(=N1)NC1=NC=CC=C1C